C(#N)C=1C=C(C=CC1OC(C)C)C1=NC(=NO1)C1=CC=C(C2=CC=CC=C12)CNC(C(=O)O)C(=O)O 2-(((4-(5-(3-cyano-4-isopropoxyphenyl)-1,2,4-oxadiazol-3-yl)naphthalen-1-yl)methyl)amino)malonic acid